C(C)(C)(C)OC(N[C@@H]1CC[C@H](CC1)OC1=NC=C(C=C1)C(F)(F)F)=O (trans-4-((5-(trifluoromethyl)pyridin-2-yl)oxy)cyclohexyl)carbamic acid tert-butyl ester